ClC1=CC2=C(N(CN(C2=O)C=2C(=NC(=CC2)OC)C)C2=C(C=C(C=C2)F)C)N=C1C#N 6-chloro-1-(4-fluoro-2-methylphenyl)-3-(6-methoxy-2-methylpyridin-3-yl)-4-oxo-1,2,3,4-tetra-hydropyrido[2,3-d]pyrimidine-7-carbonitrile